ClC1=NC(=C2N1C(=CC(=C2)S(NC2(CC2)C#N)(=O)=O)N2CCN(CC2)C(C(C)C)=O)C(=O)OCC ethyl 3-chloro-7-(N-(1-cyanocyclopropyl)sulfamoyl)-5-(4-isobutyrylpiperazin-1-yl)imidazo[1,5-a]pyridine-1-carboxylate